[2H]C(N1N=NC(=C1)C1=CC2=C(N(C(=N2)N)C)C=C1)(C1=C(C=C(C(=C1)F)C=1OC(=NN1)C(F)F)F)[2H] 5-[1-[dideuterio-[4-[5-(difluoromethyl)-1,3,4-oxadiazol-2-yl]-2,5-difluorophenyl]methyl]triazol-4-yl]-1-methylbenzimidazole-2-amine